O[C@@H](CO)[C@@H]1OC(C(=C1CCCCCCCC\C=C/CCCCCCCC(=O)[O-])O)=O (2R)-2-[(1S)-1,2-dihydroxyethyl]-4-hydroxy-5-oxo-2H-furan-3-oleate